C(N)(=O)[C@@H]1C[C@@]2(CN1C(=O)OC(C)(C)C)C(NC1=CC(=CC=C12)C(F)(F)F)=O tert-butyl (3R,5'S)-5'-carbamoyl-2-oxo-6-(trifluoromethyl)spiro[indoline-3,3'-pyrrolidine]-1'-carboxylate